7-fluoro-1,4-dimethyl-indole FC=1C=CC(=C2C=CN(C12)C)C